3-((6-(4-((((R)-1-(2-chloro-phenyl)ethoxy)carbonyl)-amino)-3-methylisothiazol-5-yl)-2-methylpyridin-3-yl)-carbamoyl)-2,2-difluoro-cyclopropane-1-carboxylic acid ClC1=C(C=CC=C1)[C@@H](C)OC(=O)NC=1C(=NSC1C1=CC=C(C(=N1)C)NC(=O)C1C(C1C(=O)O)(F)F)C